CCCCC/C=C\C/C=C\C/C=C\C/C=C\CCCC(=O)OC[C@H](COP(=O)(O)OC[C@@H](C(=O)O)N)OC(=O)CC/C=C\C/C=C\C/C=C\C/C=C\C/C=C\C/C=C\CC 1-(5Z,8Z,11Z,14Z-eicosatetraenoyl)-2-(4Z,7Z,10Z,13Z,16Z,19Z-docosahexaenoyl)-glycero-3-phosphoserine